2-chloropropionyl-acetanilide ClC(C(=O)CC(=O)NC1=CC=CC=C1)C